(7R,8aS)-2-(5-(5-(2,3-dimethylphenyl)-6-methoxy-1H-pyrazolo[4,3-b]pyridin-3-yl)pyridin-2-yl)octahydropyrrolo[1,2-a]pyrazin-7-ol succinate C(CCC(=O)O)(=O)O.CC1=C(C=CC=C1C)C1=C(C=C2C(=N1)C(=NN2)C=2C=CC(=NC2)N2C[C@H]1N(CC2)C[C@@H](C1)O)OC